2-(4-bromo-2-fluorophenyl)pyridine BrC1=CC(=C(C=C1)C1=NC=CC=C1)F